(2,4-Dimethoxy-6-methylbenzoyl)diphenylphosphin oxid COC1=C(C(=O)P(C2=CC=CC=C2)(C2=CC=CC=C2)=O)C(=CC(=C1)OC)C